2-(2'-hydroxy-4'-benzoyloxy-5'-methylphenyl)-5-chlorobenzotriazole OC1=C(C=C(C(=C1)OC(C1=CC=CC=C1)=O)C)N1N=C2C(=N1)C=CC(=C2)Cl